C(CC)N(CC(CC)N(CCC)CCC)CCC N,N,N',N'-tetrapropyl-1,2-butylenediamine